ClC1=C2C=NNC2=CC=C1NC1=NN(C=C1C)C1=CC(=C(C(=O)NC(C)C)C=C1)OC 4-(3-((4-chloro-1H-indazol-5-yl)amino)-4-methyl-1H-pyrazol-1-yl)-N-isopropyl-2-methoxybenzamide